2-DIMETHYLAMINOMETHYL-BENZALDEHYDE CN(C)CC1=C(C=O)C=CC=C1